CC1=C(C=CC(=C1)[N+](=O)[O-])N1CCOCC1 4-(2-methyl-4-nitrophenyl)-morpholine